CC([C@@H](C(=O)N1[C@@H]([C@H]2[C@H]3CC[C@@H]([C@H]2C1)C3)C(=O)N[C@H](C(=O)N)C[C@H]3C(NCC3)=O)NC(C(F)(F)F)=O)(C#C)C (2S)-2-{[(1S,2S,3S,6R,7R)-4-[(2S)-3,3-dimethyl-2-(2,2,2-trifluoroacetamido)pent-4-ynoyl]-4-azatricyclo[5.2.1.0^{2,6}]decan-3-yl]formamido}-3-[(3S)-2-oxopyrrolidin-3-yl]propanamide